[SiH2]1C=CC2=NC=CC=C21 silolo[3,2-b]pyridine